FC1CC2(CCCN2C1)COC=1N=CC=2N=CN=C(C2N1)NC1=CC(=C(C=C1)OC1=CC2=C(N(C=N2)C)C=C1)C 6-((2-Fluorotetrahydro-1H-pyrrolizin-7a(5H)-yl)methoxy)-N-(3-methyl-4-((1-methyl-1H-benzo[d]imidazol-5-yl)oxy)phenyl)pyrimido[5,4-d]pyrimidin-4-amine